tert-butyl (3S)-3-[(1R)-2-[[2-(cyclobutylamino)pyridine-4-carbonyl]amino]-1-hydroxy-ethyl]-7-hydroxy-3,4-dihydro-1H-isoquinoline-2-carboxylate C1(CCC1)NC1=NC=CC(=C1)C(=O)NC[C@@H](O)[C@H]1N(CC2=CC(=CC=C2C1)O)C(=O)OC(C)(C)C